CP(C(C)CCCCCC)C(C)CCCCCC methyl-bis-(2-octyl)phosphine